4-(7-(3-Aminopiperidin-1-yl)-3-(o-tolyl)-3H-imidazo[4,5-b]pyridin-2-yl)-2-fluorobenzonitrile NC1CN(CCC1)C1=C2C(=NC=C1)N(C(=N2)C2=CC(=C(C#N)C=C2)F)C2=C(C=CC=C2)C